N1N=CC(=C1)CNC(=O)NC1CC2(CN(C2)C(C2=CC=C(C=C2)C)=O)C1 1-((1H-pyrazol-4-yl)methyl)-3-(2-(4-methylbenzoyl)-2-azaspiro[3.3]heptan-6-yl)urea